2-((1s,4S)-4-(1H-indol-1-yl)cyclohexyl)-4-chloro-5-((((R)-tetrahydro-2H-pyran-3-yl)methyl)amino)pyridazin-3(2H)-one N1(C=CC2=CC=CC=C12)C1CCC(CC1)N1N=CC(=C(C1=O)Cl)NC[C@@H]1COCCC1